arsenic copper-lead-zinc-silver [Ag].[Zn].[Pb].[Cu].[As]